tert-butyl 4-azido-3-hydroxypiperidine-1-carboxylate N(=[N+]=[N-])C1C(CN(CC1)C(=O)OC(C)(C)C)O